ClC=1C=C(C=C2C=NN(C12)CCN1CCOCC1)NC1=NC=CC(=N1)C1=CN(C2=CC=CC=C12)C 7-chloro-N-(4-(1-methyl-1H-indol-3-yl)pyrimidin-2-yl)-1-(2-morpholinoethyl)-1H-indazole-5-amine